2,6-bis(isopropylamino)-2,4,4,6,8,8-hexamethylcyclotetrasiloxane C(C)(C)N[Si]1(O[Si](O[Si](O[Si](O1)(C)C)(C)NC(C)C)(C)C)C